1-METHYL-2-OXOINDOLIN-6-YLBORONIC ACID CN1C(CC2=CC=C(C=C12)B(O)O)=O